7'-(4-cyclopropyl-6-methoxypyrimidin-5-yl)-1'-(4-(5-methyl-3-(trifluoromethyl)-1H-pyrazol-1-yl)benzyl)spiro[cyclobutane-1,4'-pyrimido[4,5-d][1,3]oxazin]-2'(1'H)-one C1(CC1)C1=NC=NC(=C1C=1N=CC2=C(N(C(OC23CCC3)=O)CC3=CC=C(C=C3)N3N=C(C=C3C)C(F)(F)F)N1)OC